tert-butyl 4-(isoquinolin-5-yl)piperidine-1-carboxylate C1=NC=CC2=C(C=CC=C12)C1CCN(CC1)C(=O)OC(C)(C)C